(3S)-N-(((2S,5R)-6-hydroxy-7-oxo-1,6-diazabicyclo[3.2.1]octan-2-yl)(imino)methyl)-1-methylpyrrolidine-3-carboxamide ON1[C@@H]2CC[C@H](N(C1=O)C2)C(NC(=O)[C@@H]2CN(CC2)C)=N